N-methyl-N-[6-[7-(pyrazol-1-yl)-3H-1,2,3-benzotriazol-4-yl]pyridazin-3-yl]-8-azabicyclo[3.2.1]octan-3-amine CN(C1CC2CCC(C1)N2)C=2N=NC(=CC2)C2=CC=C(C=1N=NNC12)N1N=CC=C1